Br[Si]1(C[Si](C1)(CC)Cl)CC 1-bromo-3-chloro-1,3-diethyl-1,3-disilacyclobutane